3-(3-((2-(2-fluoro-5-((4-(trifluoromethyl)-1H-indol-5-yl)oxy)phenyl)-1H-imidazol-5-yl)methyl)phenyl)propanoic acid FC1=C(C=C(C=C1)OC=1C(=C2C=CNC2=CC1)C(F)(F)F)C=1NC(=CN1)CC=1C=C(C=CC1)CCC(=O)O